N-((6-(2-(isoxazol-3-yl)ethoxy)-1H-indol-2-yl)methyl)-1-methylcyclopropane-1-carboxamide O1N=C(C=C1)CCOC1=CC=C2C=C(NC2=C1)CNC(=O)C1(CC1)C